C(CCCCC)C1N(C1CCCCCC)C(CC(=O)[O-])(N1C(C1CCCCCC)CCCCCC)N1C(C1CCCCCC)CCCCCC tris[2,3-dihexyl-(1-aziridinyl)]propionate